COC1(N(C(=NC=C1)N)C1=C(C=CC=C1)OCCN1C(=NC=C1)[N+](=O)[O-])C1=CN(C2=CC=CC=C12)C 4-methoxy-3-(2-(2-(2-nitro-1H-imidazol-1-yl)ethoxy)phenyl)-4-(1-methyl-1H-indol-3-yl)pyrimidin-2-amine